ClC=1C(=CC(=C(C(=O)NS(=O)(=O)N2C[C@H](OCC2)CN(C(OC(C)(C)C)=O)C)C1)F)OCC1CCCC1 (R)-tert-butyl ((4-(N-(5-chloro-4-(cyclopentylmethoxy)-2-fluorobenzoyl)sulfamoyl)morpholin-2-yl)methyl)(methyl)carbamate